N,N-Di-n-butylaminomethyltri-ethoxysilan C(CCC)N(CCCC)C[Si](OCC)(OCC)OCC